N1(CCOCC1)CCNC(=O)NC=1C=NC=CC1 1-[2-(4-morpholinyl)ethyl]-3-(pyridin-3-yl)urea